(rac)-1-[1-[2-amino-4-(trifluoromethoxy)benzoyl]-4-piperidyl]-6-[tetrahydrofuran-3-yl]oxy-3H-imidazo[4,5-b]pyridin-2-one NC1=C(C(=O)N2CCC(CC2)N2C(NC3=NC=C(C=C32)O[C@H]3COCC3)=O)C=CC(=C1)OC(F)(F)F |r|